ethyl-d5 7-bromo-8-((4-methylpiperazin-1-yl)methyl)-2-oxo-2H-selenopheno[3,2-h]chromene-3-carboxylate BrC1=C([Se]C=2C1=CC=C1C=C(C(OC21)=O)C(=O)OC(C([2H])([2H])[2H])([2H])[2H])CN2CCN(CC2)C